C12(CC(C1)C2)C(=O)N(N(C(=O)OC(C)(C)C)CC2=NC=C(C=C2)Cl)C tert-butyl 2-(bicyclo[1.1.1]pentane-1-carbonyl)-1-((5-chloropyridin-2-yl)methyl)-2-methylhydrazine-1-carboxylate